NC1=C(C=C(C=N1)C=1C=C2N(N1)CC[C@]21CN(CC1)C(=O)NCC)O[C@H](C)C1=C(C=CC=C1)OC (3R)-2'-{6-amino-5-[(1R)-1-(2-methoxyphenyl)ethoxy]pyridin-3-yl}-N-ethyl-5',6'-dihydrospiro[pyrrolidine-3,4'-pyrrolo[1,2-b]pyrazole]-1-carboxamide